2-((S)-4-(7-(8-Ethyl-naphthalen-1-yl)-8-fluoro-2-(((S)-1-methylpyrrolidin-2-yl)methoxy)pyrido[4,3-d]pyrimidin-4-yl)piperazin-2-yl)acetonitrile C(C)C=1C=CC=C2C=CC=C(C12)C1=C(C=2N=C(N=C(C2C=N1)N1C[C@@H](NCC1)CC#N)OC[C@H]1N(CCC1)C)F